Calcium Guanidinoacetat N(C(=N)N)CC(=O)[O-].[Ca+2].N(C(=N)N)CC(=O)[O-]